4-chloro-6-methoxypyrimidine-2-amine ClC1=NC(=NC(=C1)OC)N